dibutyl-bis(triethoxysiloxy)tin C(CCC)[Sn](O[Si](OCC)(OCC)OCC)(O[Si](OCC)(OCC)OCC)CCCC